(5S,7S)-2-[(R)-cyclopropyl-(fluoro)methyl]-7-fluoro-5-phenyl-6,7-dihydro-5H-pyrrolo[1,2-b][1,2,4]triazole C1(CC1)[C@H](C=1N=C2N(N1)[C@@H](C[C@@H]2F)C2=CC=CC=C2)F